6-{[10-Chloro-2-(4-methoxyphenyl)[1,2,4]triazolo[1,5-c]quinazolin-5-yl]amino}-1,4-diazepin-5-one ClC=1C=2C=3N(C(=NC2C=CC1)NC=1C(N=CC=NC1)=O)N=C(N3)C3=CC=C(C=C3)OC